C(C)(C)(C)OC(N[C@H]1C[C@@H](CC1)N1C(N(C=2C1=C1C(=NC2)N(C(=C1)Br)S(=O)(=O)C1=CC=CC=C1)C)=O)=O ((1R,3R)-3-(7-bromo-3-methyl-2-oxo-6-(phenylsulfonyl)-3,6-dihydroimidazo[4,5-d]pyrrolo[2,3-b]pyridin-1(2H)-yl)cyclopentyl)carbamic acid tert-butyl ester